CC1=C(C(NC(=C1)C)=O)CNC(=O)C=1C(=C(N2C=C(C=C2C1)C1=CC=NC=C1)C(C)N1CCC(CC1)N(C)C)C N-((4,6-dimethyl-2-oxo-1,2-dihydropyridin-3-yl)methyl)-5-(1-(4-(dimethylamino)piperidin-1-yl)ethyl)-6-methyl-2-(pyridin-4-yl)indolizine-7-carboxamide